N-(2-chloro-3'-(4-cyclopropyl-5-(hydroxymethyl)methylpyridinamido)-2'-methyl-[1,1'-biphenyl]-3-yl)-1,5-dimethyl-4,5,6,7-tetrahydro-1H-imidazo[4,5-c]pyridine-2-carboxamide ClC1=C(C=CC=C1NC(=O)C=1N(C2=C(CN(CC2)C)N1)C)C1=C(C(=CC=C1)NC(=O)C1=NC=C(C(=C1C)C1CC1)CO)C